N-(1-benzyl-3-fluoro-1,3-dimethyl-butyl)-8-fluoro-quinoline-3-carboxamide C(C1=CC=CC=C1)C(CC(C)(C)F)(C)NC(=O)C=1C=NC2=C(C=CC=C2C1)F